4-chloro-3-(6,7-difluoro-4-oxo-1H-quinolin-2-yl)benzonitrile ClC1=C(C=C(C#N)C=C1)C=1NC2=CC(=C(C=C2C(C1)=O)F)F